FC=1C=C2CN(CC2=CC1)C=1N=C2N(C(C1C)=O)C=C(C=C2[C@@H](C)NC2=C(C(=O)O)C=CC=C2)C (R)-2-((1-(2-(5-fluoroisoindolin-2-yl)-3,7-dimethyl-4-oxo-4H-pyrido[1,2-a]pyrimidin-9-yl)ethyl)amino)benzoic acid